methylamine phenylpropionate C1(=CC=CC=C1)OC(CC)=O.CN